C(C)(C)(C)OC(=O)NCC=1C=C(C(=O)O)C=C(C1)CNC(=O)OC(C)(C)C 3,5-bis(((tert-butoxycarbonyl)amino)methyl)benzoic acid